ethyl (2S)-2-[(tert-butoxycarbonyl)amino]-5-(2,3-dichloro-6-[[2-(trimethylsilyl)ethoxy]methoxy]phenyl)-5-oxopentanoate C(C)(C)(C)OC(=O)N[C@H](C(=O)OCC)CCC(=O)C1=C(C(=CC=C1OCOCC[Si](C)(C)C)Cl)Cl